tert-butyl 8-[4-(3-bromo-2-chloro-phenyl)-3-chloro-2-pyridyl]-1-methyl-3,5-dihydro-2H-1,4-benzodiazepine-4-carboxylate BrC=1C(=C(C=CC1)C1=C(C(=NC=C1)C1=CC2=C(CN(CCN2C)C(=O)OC(C)(C)C)C=C1)Cl)Cl